ClC(OC1=CC=C(C=C1)NC(=O)C1=CC2=C(N(C=N2)C(C)C)C(=C1)C=1N=NN(C1)CC1=CC=C(C=C1)OC)(F)F N-(4-(Chlorodifluoromethoxy)phenyl)-1-isopropyl-7-(1-(4-methoxybenzyl)-1H-1,2,3-triazol-4-yl)-1H-benzo[d]Imidazole-5-carboxamide